OC1CC(NC1)C(=O)N[C@@H](CO)C1=CC=C(C=C1)C1=C(N=CS1)C 4-hydroxy-N-[(1R)-2-hydroxy-1-[4-(4-methylthiazol-5-yl)phenyl]ethyl]pyrrolidine-2-carboxamide